(((2-(1-(4-fluorobenzoyl)piperidin-4-yl)oxazol-5-yl)methyl)amino)isoindoline-1,3-dione FC1=CC=C(C(=O)N2CCC(CC2)C=2OC(=CN2)CNN2C(C3=CC=CC=C3C2=O)=O)C=C1